3-(4-amino-3-fluorophenyl)-1-cyclopropyl-N-(2,4-dimethoxybenzyl)-1H-pyrazolo[4,3-c]pyridin-4-amine NC1=C(C=C(C=C1)C1=NN(C2=C1C(=NC=C2)NCC2=C(C=C(C=C2)OC)OC)C2CC2)F